phospho-trans-butyrate P(=O)(=O)C(C(=O)[O-])CC